(R)-2-(1-(5-cyclohexylpyridin-3-yl)cyclopropyl)-6-(2-hydroxy-2-(3'-(trifluoromethyl)-[1,1'-biphenyl]-3-yl)acetyl)-3,5,6,7,8,9-hexahydro-4H-pyrimido[5,4-c]azepin-4-one C1(CCCCC1)C=1C=C(C=NC1)C1(CC1)C=1NC(C=2CN(CCCC2N1)C([C@@H](C=1C=C(C=CC1)C1=CC(=CC=C1)C(F)(F)F)O)=O)=O